Methyl 3-(7-(2-(cyclohepten-1-ylamino)-2-oxoethoxy)naphthalen-2-yl)-3-(2,2-difluoro-6-methylbenzo[d][1,3]dioxol-5-yl)propanoate C1(=CCCCCC1)NC(COC1=CC=C2C=CC(=CC2=C1)C(CC(=O)OC)C1=CC2=C(OC(O2)(F)F)C=C1C)=O